methyl 4-(4-methylpiperazin-1-yl)-2-nitrobenzoate CN1CCN(CC1)C1=CC(=C(C(=O)OC)C=C1)[N+](=O)[O-]